6-(1-cyanospiro[2.2]pentan-1-yl)isoquinolin C(#N)C1(CC12CC2)C=2C=C1C=CN=CC1=CC2